(R)-2-(3-fluoro-2-methoxy-5-(trifluoromethyl)phenyl)-2-((R)-3-((5-(4-methoxy-5,6,7,8-tetrahydro-1,8-naphthyridin-2-yl)pentyl)oxy)pyrrolidin-1-yl)acetic acid FC=1C(=C(C=C(C1)C(F)(F)F)[C@H](C(=O)O)N1C[C@@H](CC1)OCCCCCC1=NC=2NCCCC2C(=C1)OC)OC